C(CCC)[Te]=O n-butyltellurium oxide